FC1=C(C=CC=C1)C1=NC(=NC=2[C@]3([C@H](CCC12)[C@H](C(C(=C3)C#N)=O)C)C)C3=CC(=NC1=CC=CC=C31)C (6aR,7R,10aS)-4-(2-fluorophenyl)-7,10a-dimethyl-2-(2-methylquinolin-4-yl)-8-oxo-5,6,6a,7,8,10a-hexahydrobenzo[h]quinazoline-9-carbonitrile